C1=NC=CC=2N1N=C1C2NC=2C=NC=CC2C1=O pyrimido[1',6':1,5]pyrazolo[4,3-b][1,7]naphthyridin-10(5H)-one